(1S,3s)-3-((((3aR,4R,6R,6aR)-6-(6-amino-9H-purin-9-yl)-2,2-dimethyltetrahydrofuro[3,4-d][1,3]dioxol-4-yl)methyl)(isopropyl)amino)cyclobutanecarbaldehyde NC1=C2N=CN(C2=NC=N1)[C@@H]1O[C@@H]([C@@H]2[C@H]1OC(O2)(C)C)CN(C2CC(C2)C=O)C(C)C